(4-bromo-2-chloro-5-methoxyphenyl)(methyl)sulfane BrC1=CC(=C(C=C1OC)SC)Cl